5-(2-fluorophenyl)-N-methyl-1-(3-pyridylsulfonyl)-1H-pyrrole-3-methylamine pyroglutamate N1[C@@H](CCC1=O)C(=O)O.FC1=C(C=CC=C1)C1=CC(=CN1S(=O)(=O)C=1C=NC=CC1)CNC